tert-butyl 3-(4-(3,5-bis(trifluoromethyl) phenyl) piperidine-1-carbonyl)-1,4,6,7-tetrahydro-5H-pyrazolo[4,3-c]pyridine-5-carboxylate FC(C=1C=C(C=C(C1)C(F)(F)F)C1CCN(CC1)C(=O)C1=NNC2=C1CN(CC2)C(=O)OC(C)(C)C)(F)F